[F-].CPC.CPC.CPC.[Pd+2].[F-] palladium tris(dimethylphosphine) fluoride